1-formyl-2-phenylhydrazine C(=O)NNC1=CC=CC=C1